CC1=NC2=C(N1)C=C(C=C2)C2=CC=C(C=C2)C2=C(C=CC=C2)CN2C(CCCCC2)=O 2-Methyl-6-(2'-((2-oxoazepan-1-yl)Methyl)-[1,1'-Biphenyl]-4-yl)-1H-benzo[d]Imidazol